trifluoromethyltrimethylsilane FC(F)(F)[Si](C)(C)C